[Cl-].C[N+]1=NN(C(=C1)CCCC)C 1-methyl-3-methyl-4-butyl-1,2,3-triazolium chloride